C(N)(=N)N1CCN(CC1)C(=O)OC(C)(C)C tert-butyl 4-carbamimidoylpiperazine-1-carboxylate